CN1CCC(CC1)NC1=CC=C(C(=O)NC2=CC(=NN2)C=2C=CC3=C(N(C=N3)C3=CC=C(C=C3)C(F)(F)F)C2)C=C1 4-((1-methylpiperidin-4-yl)amino)-N-(3-(1-(4-trifluoromethylphenyl)-1H-benzo[d]imidazol-6-yl)-1H-pyrazol-5-yl)benzamide